The molecule is a flavonoid oxoanion resulting from the deprotonation of the hydroxy group at position 7 of the flavone moiety of quercetin. The major species at pH 7.3. It is a conjugate base of a quercetin 3-O-beta-D-glucopyranoside. C1=CC(=C(C=C1C2=C(C(=O)C3=C(C=C(C=C3O2)O)O)O[C@H]4[C@@H]([C@H]([C@@H]([C@H](O4)CO)O)O)O)O)[O-]